N[C@@H](CC(=O)O)C1=C(C(=NC=C1)NC1=C(C(=CC=C1)C1=NC=CC(=C1Cl)C1=NC(=C(C=C1)CNC[C@@H]1NC(CC1)=O)OC)Cl)F (S)-3-amino-3-(2-((2-chloro-3-(3'-chloro-6-methoxy-5-(((((R)-5-oxopyrrolidin-2-yl)methyl)amino)methyl)-[2,4'-bipyridin]-2'-yl)phenyl)amino)-3-fluoropyridin-4-yl)propanoic acid